C(=C)(C)C1=C2CCNC2=CC=C1 4-isopropenyl-indoline